C1(CCCCC1)C1=CC=C(C=C1)C=1NC=2N(C(C1)=O)N=C(C2C(=O)N2CC(C2)CF)C2=NC=CC(=N2)C(F)(F)F 5-(4-cyclohexylphenyl)-3-[3-(fluoromethyl)azetidine-1-carbonyl]-2-[4-(trifluoromethyl)pyrimidin-2-yl]-4H-pyrazolo[1,5-a]pyrimidin-7-one